FC1=CC=C(C=N1)C=1N=C(N2C1C=CC=C2)C(=O)NC2(CCOCC2)CO 1-(6-fluoropyridin-3-yl)-N-(4-(hydroxymethyl)tetrahydro-2H-pyran-4-yl)imidazo[1,5-a]pyridine-3-carboxamide